methyl 1-(2,6-difluorobenzyl)-1H-1,2,3-triazole-4-carboxylate FC1=C(CN2N=NC(=C2)C(=O)OC)C(=CC=C1)F